FC(F)(F)[SiH2]OC(CC(=O)O[SiH2]C(F)(F)F)=O malonic acid bis(trifluoromethyl silyl) ester